C(C)(C)(C)[C@@H]1CC=2C=C3C(=NC2CC1)SC(=N3)C(=O)N[C@H](CCN3CCC(CC3)O)C3=CC=C(C=C3)B3OC(C(O3)(C)C)(C)C (S)-7-(tert-butyl)-N-((R)-3-(4-hydroxypiperidin-1-yl)-1-(4-(4,4,5,5-tetramethyl-1,3,2-dioxaborolan-2-yl)phenyl)propyl)-5,6,7,8-tetrahydrothiazolo[5,4-b]quinoline-2-carboxamide